O1PC=CC=C1C(=O)N 6-oxaphosphineamide